(2S,4R)-1-((2-((2-vinyl-[1,1'-biphenyl]-3-yl)methoxy)-4,6-dimethoxypyrimidin-5-yl)methyl)-4-hydroxypyrrole-2-carboxylic acid C(=C)C1=C(C=CC=C1COC1=NC(=C(C(=N1)OC)CN1C(=CC(=C1)O)C(=O)O)OC)C1=CC=CC=C1